(2R,3S,4R,5R)-5-(4-((S)-2-amino-3-(4-fluorophenyl)propanamido)pyrrolo[2,1-f][1,2,4]triazin-7-yl)-5-cyano-4-hydroxy-2-(hydroxymethyl)tetrahydrofuran-3-yl L-valinate N[C@@H](C(C)C)C(=O)O[C@@H]1[C@H](O[C@@]([C@@H]1O)(C#N)C1=CC=C2C(=NC=NN21)NC([C@H](CC2=CC=C(C=C2)F)N)=O)CO